CC1=CC=CC(=N1)C1=C(N=CN1)C=1C=C2C=C(C=NC2=CC1)C=1N=C(SC1)C(=O)O 4-[6-[5-(6-methyl-2-pyridyl)-1H-imidazol-4-yl]-3-quinolyl]thiazole-2-carboxylic acid